ClC=1C(=C(C=CC1)C1=NO[C@H](C1)C(=O)N1[C@@H](C2=CC=CC(=C2CC1)C=1CCNCC1)C(=O)N)F (S)-2-((R)-3-(3-chloro-2-fluorophenyl)-4,5-dihydroisoxazole-5-carbonyl)-5-(1,2,3,6-tetrahydropyridin-4-yl)-1,2,3,4-tetrahydroisoquinoline-1-carboxamide